N=C1N(C2=NC(=NC(=C2N1C)NC)C1=C(C=CC=C1)C(C)C)CC1=CC=C(C=C1)C=1N(C=C(N1)C(F)(F)F)C 8-imino-2-(2-isopropylphenyl)-N,7-dimethyl-9-(4-(1-methyl-4-(trifluoromethyl)-1H-imidazol-2-yl)benzyl)-8,9-dihydro-7H-purin-6-amine